tert-Butyl 3-(3-(1',2'-dihydrospiro[cyclopropane-1,3'-pyrrolo[2,3-b]pyridin]-5'-yl)phenyl)-6,7-dihydro-[1,2,3]triazolo[1,5-a]pyrazine-5(4H)-carboxylate N1CC2(C=3C1=NC=C(C3)C=3C=C(C=CC3)C=3N=NN1C3CN(CC1)C(=O)OC(C)(C)C)CC2